2-ethylpyrazolo[1,5-a]pyrimidine C(C)C1=NN2C(N=CC=C2)=C1